COC1=CC(=NC=C1)C=1N=C(C2=C(N1)CCC2)N(CC(=O)NC2(COCC2)C)C 2-{[2-(4-methoxypyridin-2-yl)-5H,6H,7H-cyclopenta[d]pyrimidin-4-yl](methyl)amino}-N-(3-methyloxolan-3-yl)acetamide